(7-((2S,5R)-4-(1-(2,3-dihydro-[1,4]dioxino[2,3-b]pyridin-6-yl)ethyl)-2,5-diethylpiperazin-1-yl)-4-methyl-5-oxo-4,5-dihydro-2H-pyrazolo[4,3-b]pyridin-2-yl)acetonitrile O1CCOC2=NC(=CC=C21)C(C)N2C[C@@H](N(C[C@H]2CC)C=2C=1C(N(C(C2)=O)C)=CN(N1)CC#N)CC